N-tert-butyl-2-[(5,6-dimethyl-2-{4-[2-(4-methylpiperazin-1-yl)ethoxy]pyridin-2-yl}thieno[2,3-d]pyrimidin-4-yl)(methyl)amino]acetamide C(C)(C)(C)NC(CN(C)C=1C2=C(N=C(N1)C1=NC=CC(=C1)OCCN1CCN(CC1)C)SC(=C2C)C)=O